C(C1=CC=CC=C1)C1=CC=C(C=C1)C1=CC=CC=C1 4-Benzyl-biphenyl